tert-butyl (6-(trifluoromethyl)-2,3-dihydrofuro[3,2-c]pyridin-3-yl)carbamate FC(C1=CC2=C(C=N1)C(CO2)NC(OC(C)(C)C)=O)(F)F